N-(2-(oxetan-3-yl)octahydrocyclopenta[c]pyrrol-5-yl)-3-(((7-(pyridin-4-yl)-2,3-dihydrofuro[3,2-c]pyridin-4-yl)amino)methyl)benzamide O1CC(C1)N1CC2C(C1)CC(C2)NC(C2=CC(=CC=C2)CNC2=NC=C(C1=C2CCO1)C1=CC=NC=C1)=O